ClC1=C(C(=CC=C1)Cl)C=1N=C2C=3C(=C(C=NC3C=CN2C1C)C=1C=NN(C1)C)O[C@@H]1COCC1 (S)-2-(2,6-Dichlorophenyl)-3-methyl-9-(1-methyl-1H-pyrazol-4-yl)-10-((tetrahydrofuran-3-yl)oxy)imidazo[2,1-f][1,6]naphthyridine